9-(1-acryloyl-1,2,3,6-tetrahydropyridin-4-yl)-3-(3,4-dichloro-2-fluorophenyl)-8-methoxy-1H-pyrimido[4,5,6-de]quinazolin-2(3H)-one C(C=C)(=O)N1CCC(=CC1)C=1C(=CC=2C3=C(N(C(NC13)=O)C1=C(C(=C(C=C1)Cl)Cl)F)N=CN2)OC